C(C)C1=NN2C(N(C3=C(C2=O)CN(C3=O)C[C@@H]3OCCC3)CC(=O)NC3=NC=C(C=C3)F)=C1 |r| 2-{2-ethyl-5,8-dioxo-6-[(+-)-tetrahydrofuran-2-ylmethyl]-5,6,7,8-tetrahydro-4H-pyrazolo[1,5-a]pyrrolo[3,4-d]pyrimidin-4-yl}-N-(5-fluoropyridin-2-yl)acetamide